COC(CCC1=C(NC(=C1C)C(=O)OCC)C=O)=O 5-(ETHOXYCARBONYL)-2-FORMYL-4-METHYL-1H-PYRROLE-3-PROPANOIC ACID METHYL ESTER